N-(3-Hydroxy-2,6-dimethylphenyl)-2-((6-hydroxypyrazolo[1,5-a]pyridin-2-yl)amino)thiazole-5-carboxamide OC=1C(=C(C(=CC1)C)NC(=O)C1=CN=C(S1)NC1=NN2C(C=CC(=C2)O)=C1)C